6-hydroxyphenyl undec-10-enoate C(CCCCCCCCC=C)(=O)OC1=CC=CC=C1O